sodium sulfur nickel cobalt aluminum [Al].[Co].[Ni].[S].[Na]